C(C)(C)(C)[Bi](=N)(C(C)(C)C)C(C)(C)C tri(tert-butyl)-λ5-bismuthanimine